2-(1-oxo-3,4,6,7,8,9-hexahydropyrazino[1,2-a]indol-2(1H)-yl)-nicotinaldehyde O=C1N(CCN2C1=CC=1CCCCC21)C2=C(C=O)C=CC=N2